((5S,7aS)-5-(2-((tert-butyldiphenylsilyl)oxy)ethyl)-2-methylenetetrahydro-1H-pyrrolizin-7a(5H)-yl)methanol [Si](C1=CC=CC=C1)(C1=CC=CC=C1)(C(C)(C)C)OCC[C@H]1N2CC(C[C@@]2(CC1)CO)=C